OC1=C(C(=CC(=C1)OC)O)NC(=O)C=1N=C2SC(=NN2C1)SC N-(2,6-Dihydroxy-4-methoxyphenyl)-2-(methylthio)imidazo[2,1-b][1,3,4]thiadiazole-6-carboxamide